OC1(CCCC1)CCNC(=O)C1=CC2=C(N3C(S2)=NC(=C3)C3=CC=C(C=C3)C(NC)=O)C=C1 N-(2-(1-hydroxycyclopentyl)ethyl)-2-(4-(methylcarbamoyl)phenyl)benzo[d]imidazo[2,1-b]thiazole-7-carboxamide